C(CCC(=O)C)(=O)[O-].CC1=NC=CC(=C1[C@H]1[NH+](CCC1)C)C (2S)-2-(2,4-dimethylpyridin-3-yl)-1-methylpyrrolidin-1-ium levulinate